tert-butyl (3S,4S)-3-[7-bromo-2-chloro-8-fluoro-6-(trifluoromethyl)quinazolin-4-yl]oxy-4-fluoro-pyrrolidine-1-carboxylate BrC1=C(C=C2C(=NC(=NC2=C1F)Cl)O[C@H]1CN(C[C@@H]1F)C(=O)OC(C)(C)C)C(F)(F)F